BrC1=C(C=C2C(=NC(=NC2=C1F)Cl)N1CCOCCC1)I 4-(7-bromo-2-chloro-8-fluoro-6-iodo-quinazolin-4-yl)-1,4-oxaazepan